benzimidazole-5-carboxylic acid (2-methoxy-ethyl)-amide COCCNC(=O)C1=CC2=C(N=CN2)C=C1